CC(=O)OCC1=CC=C(C=C1)OC P-methoxybenzyl acetate